ClC1=CCCC=CCC1 1-chloro-1,5-cyclooctadiene